BrC1=C(C(=C(C=C1)[C@H]1C(CNCC1)(F)F)F)F (S)-4-(4-bromo-2,3-difluorophenyl)-3,3-difluoropiperidine